BrC1=CC=C2C=3C=CC(=CC3C(C2=C1)(C)C)N(C1=CC=2C(C3=CC=CC=C3C2C=C1)(C)C)C1=CC=CC=2C(C3=CC=CC=C3C12)(C)C (7-bromo-9,9-dimethyl-9H-fluoren-2-yl)-(9,9-dimethyl-9H-fluoren-4-yl)-(9,9-dimethyl-9H-fluoren-2-yl)amine